N-[(2-amino-3-chloroquinolin-7-yl)methyl]-N-{1,1-dioxo-2H,3H-1λ6-thieno[3,2-b]pyridin-7-yl}-6-(trifluoromethyl)pyridine-3-carboxamide NC1=NC2=CC(=CC=C2C=C1Cl)CN(C(=O)C=1C=NC(=CC1)C(F)(F)F)C1=C2C(=NC=C1)CCS2(=O)=O